N-(2-aminoethyl)-2-cyano-3,3-diphenyl-prop-2-enamide NCCNC(C(=C(C1=CC=CC=C1)C1=CC=CC=C1)C#N)=O